3-bromo-2,5,6-trifluorobenzoic acid BrC=1C(=C(C(=O)O)C(=C(C1)F)F)F